N1=CC=C(C=C1)C=1N=C(C2=C(N1)C=NC=C2)NC(C(F)(F)F)(C)C 2-(pyridin-4-yl)-N-(1,1,1-trifluoro-2-methylpropan-2-yl)pyrido[3,4-d]Pyrimidin-4-amine